(2R,3R)-3-Hydroxy-15-methyl-2-[(2-oxo-13-methyltetradecanoyl)amino]-1-hexadecanesulfonic acid O[C@@H]([C@H](CS(=O)(=O)O)NC(C(CCCCCCCCCCC(C)C)=O)=O)CCCCCCCCCCCC(C)C